C(C1=CC=CC=C1)OC1=CC=C(C=C1)C[C@@H](COCC)N1C=NC=2C=NC=3C=CC=CC3C21 1-[(1S)-1-[(4-benzyloxyphenyl)methyl]-2-ethoxy-ethyl]Imidazo[4,5-c]Quinoline